N-(6-(2,4-difluorophenyl)-1-(5-(trifluoromethyl)pyridin-2-yl)-1H-pyrazolo[3,4-d]pyrimidin-4-yl)-5-nitrothiophene-2-carboxamide FC1=C(C=CC(=C1)F)C1=NC(=C2C(=N1)N(N=C2)C2=NC=C(C=C2)C(F)(F)F)NC(=O)C=2SC(=CC2)[N+](=O)[O-]